3-Methyl-N-vinylimidazolium methylsulfat COS(=O)(=O)[O-].C[N+]1=CN(C=C1)C=C